COC(=O)[C@@H]1N(CCCC1)CC1=NC=CC=C1C.C(C1=CC=CC=C1)SC1=CC(=NC(=C1)C=1N=CN(C1)C)OC 4-(benzylthio)-2-methoxy-6-(1-methyl-1H-imidazol-4-yl)pyridine methyl-(R)-1-((3-methylpyridin-2-yl)methyl)piperidine-2-carboxylate